N-((6-((3R,5S)-3,5-dimethylpiperazin-1-yl)pyrazin-2-yl)methyl)-5-(pyridin-3-yl)-7H-pyrrolo[2,3-d]pyrimidin-4-amine C[C@@H]1CN(C[C@@H](N1)C)C1=CN=CC(=N1)CNC=1C2=C(N=CN1)NC=C2C=2C=NC=CC2